N1C=CC2=CC=C(C=C12)C(=O)N1C[C@H](N([C@@H](C1)C)C(=O)C1=C(C=C(C=C1)OC)F)C ((2R,6R)-4-(1H-indole-6-carbonyl)-2,6-dimethylpiperazin-1-yl)(2-fluoro-4-methoxyphenyl)methanone